CC\C=C/C\C=C/C[C@H]1[C@@H](CCCCCCCCCCC)O1 (3Z,6Z,9S,10R)-9,10-epoxy-3,6-heneicosadiene